2-methyl-N-(pyridin-2-ylmethyl)undecan-1-imine oxide CC(C=[N+](CC1=NC=CC=C1)[O-])CCCCCCCCC